methyl[1,3]thiazolo[5,4-d][1,3]thiazol-2-amine CC=1SC2=C(N1)SC(=N2)N